C1(=CC=CC=C1)C1C\C(\CN1)=C/C1=CC=C2C(=NNC2=C1)\C=C\C1=CC=NC=C1 (E)-5-Phenyl-3-((3-((E)-2-(pyridin-4-yl)vinyl)-1H-indazol-6-yl)methylene)pyrrolidine